COC=1C=C(C=NC1)C1CCN(CC1)C(=O)N1C[C@@H]2[C@@H](OCC(N2)=O)CC1 (-)-cis-6-(4-(5-Methoxypyridin-3-yl)piperidine-1-carbonyl)hexahydro-2H-pyrido[4,3-b][1,4]oxazin-3(4H)-one